C1(CCCC1)N1C(=CC2=C1N=C(N=C2)NC2=NC=C(C=C2)N2CCN(CC2)CC)C(=O)O 7-cyclopentyl-2-[5-(4-ethyl-piperazin-1-yl)-pyridin-2-ylamino]-7H-pyrrolo[2,3-d]pyrimidine-6-carboxylic acid